N1-(2-(naphthalen-2-yl)cyclopropyl)cyclohexane-1,4-diamine C1=C(C=CC2=CC=CC=C12)C1C(C1)NC1CCC(CC1)N